C1(CC1)COC1=CC=C(C=C1)S(=O)(=O)N[C@@H](CN(C)C)C1=CC(=C(C=C1)Cl)Cl (R)-4-(cyclopropylmethoxy)-N-(1-(3,4-dichlorophenyl)-2-(dimethylamino)ethyl)benzenesulfonamide